8-fluoro-3-{2-[4-methoxy-6-(tetrahydro-2H-pyran-4-yl)-3-pyridylamino]-4-pyrimidinylamino}-1,2-dihydro-2-quinolinone FC=1C=CC=C2C=C(C(NC12)=O)NC1=NC(=NC=C1)NC=1C=NC(=CC1OC)C1CCOCC1